3-{5-[2-oxo-4-(prop-2-enoyl)piperazin-1-yl]furan-2-yl}-N-(5-{[3-(2-{[2-(pyridin-3-yl)quinazolin-4-yl]amino}-2,3-dihydro-1H-inden-5-yl)prop-2-yn-1-yl]oxy}pentyl)propanamide O=C1N(CCN(C1)C(C=C)=O)C1=CC=C(O1)CCC(=O)NCCCCCOCC#CC=1C=C2CC(CC2=CC1)NC1=NC(=NC2=CC=CC=C12)C=1C=NC=CC1